C(CCC)S(=O)(=O)OC methyl butyl-sulfonate